C(#N)C=1C=CC=2N(C(N=C(C2N1)N1C[C@H](N(C[C@@H]1C)C(C(=O)NOC)C1=CC=C(C=C1)C(F)(F)F)CC)=O)C 2-((2r,5s)-4-(6-cyano-1-methyl-2-oxo-1,2-dihydropyrido[3,2-d]pyrimidin-4-yl)-2-ethyl-5-methylpiperazin-1-yl)-N-methoxy-2-(4-(trifluoromethyl)phenyl)acetamide